C(C)(C)(C)C1CC(C1)I (tert-butyl)-3-iodocyclobutane